C(C)(=O)C=1C(=NC=C(C1)F)CO (3-Acetyl-5-fluoropyridin-2-yl)methanol